(5-((2,6-dichlorophenyl)ethynyl)-2,3-dihydro-1H-inden-1-yl)-1,2,3,6-tetrahydropyridine-4-carboxylic acid ClC1=C(C(=CC=C1)Cl)C#CC=1C=C2CCC(C2=CC1)N1CCC(=CC1)C(=O)O